neodecan CCCCCCC(C)(C)C